CC(CCO)CCC=C(CC)C 3,7-dimethyl-6-nonen-1-ol